(4-chloro-5-cyclopropyl-7H-pyrrolo[2,3-d]pyrimidin-7-yl)isonicotinic acid ClC=1C2=C(N=CN1)N(C=C2C2CC2)C2=C(C(=O)O)C=CN=C2